C(C)(C)(C)OC(=O)N1[C@@H]([C@H](CC1)C(N(C)[C@H](C(=O)OC)C(C)C)=O)COCC1=CC=CC=C1.C(#N)CCOCC(COCCC#N)OCCC#N 1,2,3-Tris(2-cyanoethoxy)propane tert-butyl-(2S,3S)-2-((benzyloxy)methyl)-3-(((S)-1-methoxy-3-methyl-1-oxobutan-2-yl)(methyl)carbamoyl)pyrrolidine-1-carboxylate